P(=O)(O[C@@H]1[C@H]([C@H]([C@H](O[C@]12OCCCC2)CO)O)N2N=NC(=C2)C2=CC(=C(C(=C2)F)F)F)(O)O (2R,3R,4S,5R,6S)-3-hydroxy-2-(hydroxymethyl)-4-(4-(3,4,5-trifluorophenyl)-1H-1,2,3-triazol-1-yl)-1,7-dioxaspiro[5.5]undecane-5-yl dihydrogen phosphate